COC1=CC=C(CNC(NC2CC3(CN(C3)C(=O)NC=3C=NC(=NC3)C)C2)=O)C=C1 6-(3-(4-methoxybenzyl)ureido)-N-(2-methylpyrimidin-5-yl)-2-azaspiro[3.3]heptane-2-carboxamide